7-methyl-2-(4-methyl-1,4-diazepan-1-yl)-5-oxo-5,7-dihydrobenzo[4',5']-imidazo[1',2':1,6]pyrido[2,3-d]pyrimidine-6-carboxylic acid CN1C2=C(N3C1=C(C(C1=C3N=C(N=C1)N1CCN(CCC1)C)=O)C(=O)O)C=CC=C2